(butylamino)ethylsilane C(CCC)NCC[SiH3]